C1(CC2C(CC1)O2)CC(C(=O)O)CCCC(=O)O.C2(CC1C(CC2)O1)CC(C(=O)O)(CCCC(=O)O)CC1CC2C(CC1)O2 bis(3,4-epoxycyclohexylmethyl)adipic acid (3,4-epoxycyclohexylmethyl adipate)